O=C1NC(CCC1N1C(C2=CC(=C(C=C2C1=O)SCCCCC(=O)O)F)=O)=O 5-((2-(2,6-dioxopiperidin-3-yl)-6-fluoro-1,3-dioxoisoindolin-5-yl)thio)pentanoic acid